4-[(3S)-3-amino-3-methylpyrrolidin-1-yl]-N-[(1S)-1-cyclopropylethyl]-N-methyl-5-(4-methyl-1H-1,3-benzodiazol-2-yl)pyridine-3-carboxamide N[C@@]1(CN(CC1)C1=C(C=NC=C1C1=NC2=C(N1)C=CC=C2C)C(=O)N(C)[C@@H](C)C2CC2)C